FC(C(=O)NC1CCC(CC1)O)(F)C=1C=C(C(=O)NC2=CC(=C(C=C2)F)F)C=CC1F 3-(1,1-difluoro-2-(((1r,4r)-4-hydroxycyclohexyl)amino)-2-oxoethyl)-N-(3,4-difluorophenyl)-4-fluorobenzamide